BrC=1N=C(C(=NC1)N(C(OC(C)(C)C)=O)C(=O)OC(C)(C)C)Cl tert-butyl (5-bromo-3-chloropyrazin-2-yl)(tert-butoxycarbonyl)carbamate